tert-Butyl (S)-2-cyano-4-(2-(3-(trifluoromethyl)-1H-pyrazol-4-yl)phenyl)-4,7-dihydrothieno[2,3-c]pyridine-6(5H)-carboxylate C(#N)C1=CC2=C(CN(C[C@H]2C2=C(C=CC=C2)C=2C(=NNC2)C(F)(F)F)C(=O)OC(C)(C)C)S1